ethanolamine nickel [Ni].C(O)CN